O1C=2C(NCC1)CC=CC2 1,2,4a,5-tetrahydro-4H-benzo[b][1,4]oxazin